FC1=C(C=C(C=C1)OC=1C(=C2C=CNC2=CC1F)CS(=O)(=O)C)N1N=C(C=C1)[C@@]1(COC2=C1C=CC=C2CC(=O)OCC)C ethyl (R)-2-(3-(1-(2-fluoro-5-((6-fluoro-4-((methylsulfonyl)methyl)-1H-indol-5-yl)oxy)phenyl)-1H-pyrazol-3-yl)-3-methyl-2,3-dihydrobenzofuran-7-yl)acetate